C(C)OC=1C=C(C=CC1OC)[C@@H](CS(=O)(=O)C)N1C(C2=CC=C(C=C2C1)N1CCC(CC1)C1CCN(CC1)CC1=CC=C(OC2=CC=C3C(=NN(C3=C2)C)C2C(NC(CC2)=O)=O)C=C1)=O 3-(6-(4-((1'-(2-((S)-1-(3-ethoxy-4-methoxyphenyl)-2-(methyl-sulfonyl)ethyl)-1-oxoisoindolin-5-yl)-[4,4'-bipiperidin]-1-yl)methyl)phenoxy)-1-methyl-1H-indazol-3-yl)piperidine-2,6-dione